3-cyclohexenyl-5-(isoxazol-3-ylamino)-2-phenyl-6-(quinolin-6-yl)pyrazolo[1,5-a]pyrimidin-7(4H)-one C1(=CCCCC1)C=1C(=NN2C1NC(=C(C2=O)C=2C=C1C=CC=NC1=CC2)NC2=NOC=C2)C2=CC=CC=C2